5-Bromo-N1-(1H-indol-5-yl)benzene-1,2-diamine BrC1=CC=C(C(=C1)NC=1C=C2C=CNC2=CC1)N